O1CC[N-]CCC1 1,4-oxaazepaneid